(1s,4s)-2'-(1-benzofuran-6-yl)-4-(3-chloroanilino)spiro[cyclohexane-1,1'-indene]-4-carboxylic acid O1C=CC2=C1C=C(C=C2)C=2C1(C3=CC=CC=C3C2)CCC(CC1)(C(=O)O)NC1=CC(=CC=C1)Cl